N-[(3-chlorophenyl)methyl]-3-(4-methoxyphenyl)imidazo[1,2-b]pyridazin-6-amine ClC=1C=C(C=CC1)CNC=1C=CC=2N(N1)C(=CN2)C2=CC=C(C=C2)OC